ethyl 2-hydroxy-2-(2-(4-iodobenzoyl)hydrazineyl)acetate OC(C(=O)OCC)NNC(C1=CC=C(C=C1)I)=O